C(C(CC)S)(S)(S)S butanetetrathiol